C(C)(C)C1=CN=C(N1)C(CC)C1CNCCN1 5-isopropyl-1-(3-piperazinyl)propylimidazole